(1R,3aS,3bS,5aR,7S,9aR,9bS,11aR)-4,4-Difluoro-1-[(2R)-6-hydroxy-6-methylheptan-2-yl]-9a,11a-dimethyl-6-oxohexadecahydro-1H-cyclopenta[1,2-i]phenanthren-7-yl acetate C(C)(=O)O[C@@H]1C([C@@H]2CC([C@H]3[C@H]4[C@](CC[C@@H]3[C@]2(CC1)C)([C@H](CC4)[C@H](C)CCCC(C)(C)O)C)(F)F)=O